C(C)(C)C1=NN(C(C=2N1C1=C(C2)C=CS1)=O)CC(=O)NC1CC(N(CC1)C)=O 2-(8-Isopropyl-5-oxothieno[3',2':4,5]pyrrolo[1,2-d][1,2,4]triazin-6(5H)-yl)-N-(1-methyl-2-oxopiperidin-4-yl)acetamide